5-iodo-2-methyl-3-(trifluoromethyl)benzoic acid methyl ester COC(C1=C(C(=CC(=C1)I)C(F)(F)F)C)=O